3-(1-hydroxyethyl)-4,7-dimethylimidazo[1,5-a]quinazolin-5(4H)-one OC(C)C=1N=CN2C1N(C(C1=CC(=CC=C21)C)=O)C